6-(1,1-dioxo-1lambda6-thian-4-yl)-2-ethyl-6,7-dihydro-4H-pyrazolo[1,5-a]pyrrolo[3,4-d]pyrimidine O=S1(CCC(CC1)N1C=C2NC=3N(C=C2C1)N=C(C3)CC)=O